3-(3-Chloro-4-fluorophenyl)-1-(2-cyanopyridin-4-yl)-1-((1,4,5,7-tetrahydropyrano[3,4-c]pyrazol-3-yl)methyl)urea ClC=1C=C(C=CC1F)NC(N(CC=1C2=C(NN1)COCC2)C2=CC(=NC=C2)C#N)=O